4-[2-(difluoromethoxy)-4-(trifluoromethyl)phenyl]-N-[(3R)-1-ethylpiperidin-3-yl]-2-methylpyrrolo[1,5-d][1,2,4]triazin-7-amine FC(OC1=C(C=CC(=C1)C(F)(F)F)C1=NN(CC=2N1C=C(C2)N[C@H]2CN(CCC2)CC)C)F